N1C(=CC2=CC=CC=C12)CNC(N(C)[C@H]1CN(CCC1)C(C)=O)=O (R)-3-((1H-indol-2-yl)methyl)-1-(1-acetylpiperidin-3-yl)-1-methylurea